Cl.Cl.N1N=CC(=C1)/C=C/C=1C=C(C=NC1)O 5-[(E)-2-(1H-pyrazol-4-yl)vinyl]pyridin-3-ol dihydrochloride